COC=1C=NC=2C=CC(=C(C2N1)C#N)NC=1C=NC(=CC1)NCC=1C=NC(=CC1)C(F)(F)F 3-methoxy-6-((6-(((6-(trifluoromethyl)pyridin-3-yl)methyl)amino)pyridin-3-yl)amino)quinoxaline-5-carbonitrile